7-(6,7-Dichloro-1-(2-isopropyl-4-methylpyridin-3-yl)-2-oxo-1,2-dihydropyrido[2,3-d]pyrimidin-4-yl)-2,7-diazaspiro[3.5]nonane-2-carboxylate ClC1=CC2=C(N(C(N=C2N2CCC3(CN(C3)C(=O)[O-])CC2)=O)C=2C(=NC=CC2C)C(C)C)N=C1Cl